4-bromo-5-(4-tert-butylcarbamoyl-piperazin-1-yl)-benzofuran-2-carboxylic acid BrC1=C(C=CC2=C1C=C(O2)C(=O)O)N2CCN(CC2)C(NC(C)(C)C)=O